(E)-2-((10-((6-(4-hydroxy-6-methoxy-7-methyl-3-oxo-1,3-dihydroisobenzofuran-5-yl)-4-methylhex-4-enoyl)oxy)-3-methyldecanoyl)oxy)propane-1,3-diyl dipalmitate C(CCCCCCCCCCCCCCC)(=O)OCC(COC(CCCCCCCCCCCCCCC)=O)OC(CC(CCCCCCCOC(CC\C(=C\CC=1C(=C2C(OCC2=C(C1OC)C)=O)O)\C)=O)C)=O